(2-(((1S,4S)-1-hydroxy-4-(6-methoxy-5-nitro-2H-indazol-2-yl)cyclohexyl)methoxy)ethyl)piperidine-1-carboxylic acid benzyl ester C(C1=CC=CC=C1)OC(=O)N1C(CCCC1)CCOCC1(CCC(CC1)N1N=C2C=C(C(=CC2=C1)[N+](=O)[O-])OC)O